CS(=O)(=O)N1CC2(C1)C=C(N(CC2)C(=O)OC(C)(C)C)OS(=O)(=O)C(F)(F)F tert-Butyl 2-methanesulfonyl-6-(trifluoromethanesulfonyloxy)-2,7-diazaspiro[3.5]non-5-ene-7-carboxylate